CC1=NN(C(=C1)C(=O)N1CC=2N(CC1)C=NN2)C2=C(C#N)C(=CC(=N2)C(F)(F)F)C(F)(F)F 2-(3-methyl-5-(5,6,7,8-tetrahydro-[1,2,4]triazolo[4,3-a]pyrazine-7-carbonyl)-1H-pyrazol-1-yl)-4,6-bis(trifluoromethyl)nicotinonitrile